CN(C)CC1(C(C1C)C)COC=1N=C(C2=C(N1)C(=C(N=C2)C2=CC(=CC1=CC=C(C(=C21)CC)F)OCOC)F)N2C[C@@H](CCC2)C (3R)-1-(2-((1-((dimethylamino)methyl)-2,3-dimethylcyclopropyl)methoxy)-7-(8-ethyl-7-fluoro-3-(methoxymethoxy)naphthalen-1-yl)-8-fluoropyrido[4,3-d]pyrimidin-4-yl)-3-methylpiperidin